(3-((Ethylamino)methyl)azetidin-1-yl)(5-(4-(trifluoromethyl)phenoxy)naphthalen-2-yl)methanone C(C)NCC1CN(C1)C(=O)C1=CC2=CC=CC(=C2C=C1)OC1=CC=C(C=C1)C(F)(F)F